C(#N)[C@H](CC1=CC=C(C=C1)C=1C=C2N(C(CNC2=CC1)=O)C)NC(=O)[C@H]1OCCCN(C1)C(=O)OC(C)(C)C tert-Butyl (2S)-2-({(1S)-1-cyano-2-[4-(4-methyl-3-oxo-1,2,3,4-tetrahydroquinoxalin-6-yl)phenyl]ethyl}carbamoyl)-1,4-oxazepane-4-carboxylate